(R)-1-(1-(4-chlorobenzyl)-1H-benzo[d]imidazol-2-yl)piperidin-3-amine ClC1=CC=C(CN2C(=NC3=C2C=CC=C3)N3C[C@@H](CCC3)N)C=C1